zirconium 2-ethylhexanoate C(C)C(C(=O)[O-])CCCC.[Zr+4].C(C)C(C(=O)[O-])CCCC.C(C)C(C(=O)[O-])CCCC.C(C)C(C(=O)[O-])CCCC